hexadecyl-trimethyloxysilane C(CCCCCCCCCCCCCCC)[Si](OC)(OC)OC